C(C)C1C(NC2=C(O1)N=C(C=C2)C=2N=NN(C2NC(O[C@H](C)C=2C(=NC=CC2)Cl)=O)C)=O (R)-1-(2-chloropyridin-3-yl)ethyl (4-(3-ethyl-2-oxo-2,3-dihydro-1H-pyrido[2,3-b][1,4]oxazin-6-yl)-1-methyl-1H-1,2,3-triazol-5-yl)carbamate